9-fluoro-3-[4-(thiophen-2-yl)-1,3-thiazol-2-yl]-1,3,4,11,12,12a-hexahydropyrido[1,2-b][2]benzazepin-6(2H)-one FC=1C=CC2=C(CCC3N(C2=O)CC(CC3)C=3SC=C(N3)C=3SC=CC3)C1